ClC1=CC=C(C=C1)C(=CC=O)C 3-(4-chlorophenyl)-2-buten-1-al